FC(OC=1C=C(C=C(C1C(=O)N1CC2(COC2)C1)OC)C1=CN=C2N1C=CC(=C2)C(C#N)(C)C)F 2-[3-[3-(difluoromethoxy)-5-methoxy-4-(2-oxa-6-azaspiro[3.3]heptane-6-carbonyl)phenyl]imidazo[1,2-a]pyridin-7-yl]-2-methyl-propanenitrile